4-phenylbutan-1-ol C1(=CC=CC=C1)CCCCO